4-bromo-6-methylpyridin-3-ol BrC1=C(C=NC(=C1)C)O